N-methoxy-4-((2-(N-methylmethylsulfonamido)-4-(trifluoromethyl)phenyl)amino)nicotinamide CONC(C1=CN=CC=C1NC1=C(C=C(C=C1)C(F)(F)F)N(S(=O)(=O)C)C)=O